OCC1CCC(CC1)C=1OC2=C(N1)C=C(C(=C2)NC(=O)C=2N=C(OC2)C)C(C)(C)O N-(2-((1r,4r)-4-(hydroxymethyl)cyclohexyl)-5-(2-hydroxypropan-2-yl)benzo[d]oxazol-6-yl)-2-methyloxazole-4-carboxamide